COCCOC1=CC(=NC=C1)NC1=C(C(=NN1)C1=CC=C(C=C1)NC(CC1=CC=CC=C1)=O)C(=O)N 5-((4-(2-methoxyethoxy)pyridin-2-yl)amino)-3-(4-(2-phenyl-acetamido)phenyl)-1H-pyrazole-4-carboxamide